1-(5-((3-chloro-2-methylphenyl)thio)-1H-imidazo[4,5-b]pyrazin-2-yl)-4-methylpiperidin-4-amine ClC=1C(=C(C=CC1)SC=1N=C2C(=NC1)NC(=N2)N2CCC(CC2)(N)C)C